2-[(3-bromo-6-chloropyridin-2-yl)amino]ethanol BrC=1C(=NC(=CC1)Cl)NCCO